N1CC(C1)N1C(N(CC=2C1=NC(=NC2)NC)C2=C(C(=CC(=C2Cl)OC)OC)Cl)=O 1-(azetidin-3-yl)-3-(2,6-dichloro-3,5-Dimethoxyphenyl)-7-(methylamino)-3,4-dihydropyrimido[4,5-d]pyrimidin-2(1H)-one